NC1=NC=NN2C1=C(C(=C2CO)C2=CC=C(C=C2)NC(C(=C)C)=O)C2=CC=C(C(=O)NCC(F)(F)F)C=C2 4-(4-amino-7-(hydroxymethyl)-6-(4-methacrylamidophenyl)pyrrolo[2,1-f][1,2,4]triazin-5-yl)-N-(2,2,2-trifluoroethyl)benzamide